4,4'-butylidenebis(6-tert-butyl-3-methyl-phenol) C(CCC)(C1=C(C=C(C(=C1)C(C)(C)C)O)C)C1=C(C=C(C(=C1)C(C)(C)C)O)C